(R)-6-chloro-7-(2-(((3-chloropyridin-2-yl)oxy)methyl)pyrrolidin-1-yl)-4-oxo-1-(1H-pyrazol-4-yl)-1,4-dihydroquinoline-3-carboxylic acid ClC=1C=C2C(C(=CN(C2=CC1N1[C@H](CCC1)COC1=NC=CC=C1Cl)C=1C=NNC1)C(=O)O)=O